azo-bis(diazoline) dihydrochloride Cl.Cl.N(=NN1N=CCC1)N1N=CCC1